C1(CC1)C=1C=C2C(=CC(=NC2=C(C1C=1C2=CN(N=C2C=C(C1C)F)C(C1=CC=CC=C1)(C1=CC=CC=C1)C1=CC=CC=C1)O[C@@H](C)C1=CC=CC=C1)SCC)O[C@@H]1CN(CC1)C(=O)OC(C)(C)C tert-butyl (3S)-3-[{6-cyclopropyl-2-(ethylsulfanyl)-7-[6-fluoro-5-methyl-2-(triphenylmethyl)-2H-indazol-4-yl]-8-[(1S)-1-phenylethoxy]quinolin-4-yl}oxy]pyrrolidine-1-carboxylate